C(C)(=O)OC[C@@H](NC([C@@H](NC(C1=CC=C(C=C1)F)=O)CC1=CC=C(C=C1)F)=O)CC1=CC=CC=C1 N-(N-p-fluorobenzoyl-L-p-fluorophenylalanyl)-L-phenylalaninol acetate